3-[[[(1S)-1-(Methoxymethyl)-3-oxo-3-[4-[5-(trifluoromethyl)pyrimidin-2-yl]piperazin-1-yl]propyl]amino]methyl]-5-(trifluoromethyl)-1H-pyridazin-6-one COC[C@H](CC(N1CCN(CC1)C1=NC=C(C=N1)C(F)(F)F)=O)NCC1=NNC(C(=C1)C(F)(F)F)=O